1-[1-[(2,4-dimethoxyphenyl)methyl]-5-oxo-pyrrolidine-3-carbonyl]piperidine-4-carboxylic acid COC1=C(C=CC(=C1)OC)CN1CC(CC1=O)C(=O)N1CCC(CC1)C(=O)O